C(C)(C)(C)OC(=O)C=1SC(=C(C1OCC(=O)OCC)Cl)C1=CC(=CC=C1)N(C1CCNCC1)C tert-butyl-4-chloro-3-(2-ethoxy-2-oxo-ethoxy)-5-[3-[methyl(4-piperidyl)amino]phenyl]thiophene-2-carboxylate